CC1(OCC2=CC=C(C=C12)OC1=CC=C(C=N1)N1C(N[C@@H](C1=O)CC)=O)C (5R)-3-[6-[(3,3-dimethyl-1H-isobenzofuran-5-yl)oxy]-3-pyridinyl]-5-ethyl-imidazolidine-2,4-dione